[Al+3].C(C)CC(CC(=O)[O-])=O.C(C)CC(CC(=O)[O-])=O.C(CC(=O)C)(=O)[O-].[Zr+4] zirconium monoacetoacetate bis(ethyl acetoacetate) aluminum